FC1=CC2=C(C(NC3=C(S2)C=CC(=C3)C(=O)O)=O)C=C1 3-fluoro-11-oxo-10,11-dihydrodibenzo[b,f][1,4]thiazepine-8-carboxylic acid